(2S)-1-(2-(5-cyclopropyl-3-methyl-2,4-dioxoimidazolidin-1-yl)-5,6-dihydrobenzo[f]imidazo[1,2-d][1,4]oxazepin-9-yl)pyrrolidine-2-carboxamide C1(CC1)C1C(N(C(N1C=1N=C2N(CCOC3=C2C=CC(=C3)N3[C@@H](CCC3)C(=O)N)C1)=O)C)=O